heptadecafluorooctyl-triethoxysilane FC(C(C(C(C(C(C(F)(F)[Si](OCC)(OCC)OCC)(F)F)(F)F)(F)F)(F)F)(F)F)(C(F)(F)F)F